C(CC)C1(CC1)C1=CC=C(C=C1)C1=NOC(=N1)CC(C(=O)OC(C)(C)C)=C tert-butyl 2-((3-(4-(1-propylcyclopropyl)phenyl)-1,2,4-oxadiazol-5-yl)methyl)acrylate